Tert-butyl ((S)-13-((2S,4R)-4-hydroxy-2-((4-(4-methylthiazol-5-yl)benzyl)carbamoyl)pyrrolidine-1-carbonyl)-14,14-dimethyl-11-oxo-3,6,9-trioxa-12-azapentadecyl)carbamate O[C@@H]1C[C@H](N(C1)C(=O)[C@@H](NC(COCCOCCOCCNC(OC(C)(C)C)=O)=O)C(C)(C)C)C(NCC1=CC=C(C=C1)C1=C(N=CS1)C)=O